6-(3-cyanopyrrolo[1,2-b]pyridazin-7-yl)-N-((R)-2-fluoro-3-hydroxy-3-methylbutyl)-4-(((3aR,5s,6aS)-octahydrocyclopenta[c]pyrrol-5-yl)amino)nicotinamide bis(2,2,2-trifluoroacetate) FC(C(=O)O)(F)F.FC(C(=O)O)(F)F.C(#N)C1=CC=2N(N=C1)C(=CC2)C2=NC=C(C(=O)NC[C@H](C(C)(C)O)F)C(=C2)NC2C[C@@H]1[C@@H](CNC1)C2